5-[6-[[5-fluoro-4-(3-isopropylpyrazolo[1,5-a]pyridin-5-yl)pyrimidin-2-yl]amino]-3-pyridinyl]azepin-4-one FC=1C(=NC(=NC1)NC1=CC=C(C=N1)C=1C(C=CN=CC1)=O)C1=CC=2N(C=C1)N=CC2C(C)C